COC1=CC=C(C=C1)COC1=C(C(=O)O)C=CC=C1 (4-methoxyphenyl)methoxylbenzoic acid